2-vinyl-5-Methyl-2-oxazoline C(=C)C=1OC(CN1)C